2,5-dichloro-N-(2-(((R)-1-((5R,7S)-5,7-dimethyl-4,8-dioxo-1,3,6,2-trioxaborocan-2-yl)-3-methylbutyl)amino)-2-oxoethyl)benzamide ClC1=C(C(=O)NCC(=O)N[C@@H](CC(C)C)B2OC([C@@H](O[C@@H](C(O2)=O)C)C)=O)C=C(C=C1)Cl